FC1(CCC2=C(C=CC=C12)C(C)N)F 1-(1,1-difluoro-2,3-dihydro-1H-inden-4-yl)ethan-1-amine